NC1=C(C(=C(C(=O)O)C=C1F)F)F 4-amino-2,3,5-trifluorobenzoic acid